FC=1C(=NC=C(C1)F)C1=NN2C(CCCC2)=C1C1=C2C(=NC=C1)NN=C2 4-[2-(3,5-difluoro-2-pyridinyl)-4,5,6,7-tetrahydropyrazolo[1,5-a]pyridin-3-yl]-1H-pyrazolo[3,4-b]pyridine